N-(4-(9-ethyl-1,3,4,9-tetrahydro-2H-pyrido[3,4-b]indol-2-yl)butyl)-9H-carbazole-3-carboxamide C(C)N1C2=C(C3=CC=CC=C13)CCN(C2)CCCCNC(=O)C=2C=CC=1NC3=CC=CC=C3C1C2